9-bromo-3-chloro-8,9-dihydro-7H-cyclopenta[H]Isoquinoline BrC1CCC2=CC=C3C=C(N=CC3=C21)Cl